O=C(C(=O)OCC(F)(F)F)N(CC1=NC=C(C=C1)C(F)(F)F)[C@@H](COC)C1CC1 2,2,2-trifluoroethyl 2-oxo-2-[[(1R)-1-cyclopropyl-2-methoxy-ethyl]-[[5-(trifluoromethyl)-2-pyridyl]methyl]amino]acetate